NC(C(CCl)N)O 1,2-diamino-3-chloropropanol